5-Phenyl-2-(pyridin-2-yl)-N-(pyridin-4-ylmethyl)thieno[2,3-d]pyrimidin-4-amine C1(=CC=CC=C1)C1=CSC=2N=C(N=C(C21)NCC2=CC=NC=C2)C2=NC=CC=C2